C[C@@H]1N(C2=CC=CC=C2[C@H](C1)N1C(N(C2=NC(=NC=C2C1)S(=O)(=O)C)C)=O)C(=O)OC(C)(C)C tert-butyl (2S,4S)-2-methyl-4-(1-methyl-7-methylsulfonyl-2-oxo-4H-pyrimido[4,5-d]pyrimidin-3-yl)-3,4-dihydro-2H-quinoline-1-carboxylate